3-[trimethoxysilyl]propyldimethyloctadecyl-ammonium chloride [Cl-].CO[Si](CCC[N+](CCCCCCCCCCCCCCCCCC)(C)C)(OC)OC